BrCC1=CC(=NC(=N1)C1CC1)C(=O)OCC ethyl 6-(bromomethyl)-2-cyclopropylpyrimidine-4-carboxylate